CC1=C(C=CC=C1C)C1=C(C=C2C(=N1)C(=NN2)C=2C=CC(=NC2)N2C[C@@H]1N(CC2)C[C@H](C1)O)OC (7S,8aR)-2-(5-(5-(2,3-Dimethylphenyl)-6-methoxy-1H-pyrazolo[4,3-b]pyridin-3-yl)pyridin-2-yl)octahydropyrrolo[1,2-a]pyrazin-7-ol